5-chloro-N4-cyclohexyl-N2-(2-methoxy-4-(morpholinosulfonyl)phenyl)-7H-pyrrolo[2,3-d]pyrimidine-2,4-diamine ClC1=CNC=2N=C(N=C(C21)NC2CCCCC2)NC2=C(C=C(C=C2)S(=O)(=O)N2CCOCC2)OC